5-chloro-4-(1-(ethylsulfanyl)-1H-indol-3-yl)-N-(3-methoxy-4-(4-(4-methylpiperazin-1-yl)piperidin-1-yl)phenyl)pyrimidin-2-amine ClC=1C(=NC(=NC1)NC1=CC(=C(C=C1)N1CCC(CC1)N1CCN(CC1)C)OC)C1=CN(C2=CC=CC=C12)SCC